2-(2,4-difluorophenoxy)-5-(2,6-dimethylphenyl)-6H-pyrimido[1,6-b]pyridazin-6-one FC1=C(OC=2C=CC=3N(N2)C=NC(C3C3=C(C=CC=C3C)C)=O)C=CC(=C1)F